n-butyl-2,3-epoxypropyl ether C(CCC)OCC1CO1